5-AMINO-URACILE NC=1C(NC(NC1)=O)=O